C1(CC1)C1=C(C(=CC(=C1)N1CC2=CC=C(C=C2CC1)F)C)NC(CC(C)(C)C)=O N-(2-cyclopropyl-4-(6-fluoro-3,4-dihydroisoquinolin-2(1H)-yl)-6-methylphenyl)-3,3-dimethylbutyramide